C(=O)(OCC1C2=CC=CC=C2C2=CC=CC=C12)N(CCC(=O)O)C Fmoc-N-methyl-β-alanine